ClC1=C(C(=O)N[C@@H](CNC(C(C)C)=N)C)C=CC(=C1)NC=1C=2N(C=CN1)C(=CN2)C2=C(C(=C(C=C2)OC)F)F (R)-2-chloro-4-((3-(2,3-difluoro-4-methoxyphenyl)imidazo[1,2-a]pyrazin-8-yl)amino)-N-(1-isobutyrimidamidopropan-2-yl)benzamide